methyl (5-(8-((2S,6S)-2,6-dimethylmorpholinyl)-6-(N-(3-methyloxetan-3-yl)sulfamoyl)imidazo[1,5-a]pyridin-3-yl)-1,3,4-thiadiazol-2-yl)acetate C[C@H]1CN(C[C@@H](O1)C)C=1C=2N(C=C(C1)S(NC1(COC1)C)(=O)=O)C(=NC2)C2=NN=C(S2)CC(=O)OC